BrC1=C2C(=NC=C1)N(C=C2)[Si](C(C)C)(C(C)C)C(C)C 4-bromo-1-(triisopropylsilyl)-1H-pyrrolo[2,3-b]pyridine